NC1=NC=CC=2N1C(=NC2C2CN(CCC2)CC#CC)C=2C=CC(=NC2)C(=O)NC2=NC=CC(=C2)C#N 5-(5-amino-1-(1-(but-2-ynyl)piperidin-3-yl)imidazo[1,5-c]pyrimidin-3-yl)-N-(4-cyanopyridin-2-yl)pyridinecarboxamide